FC1=C(C(=C(C(=C1[B-](C1=C(C(=C(C(=C1F)F)F)F)F)(C1=C(C(=C(C(=C1F)F)F)F)F)C1=C(C(=C(C(=C1F)F)F)F)F)F)F)F)F.C[NH+](C1=CC=C(C=C1)CCCCCCCCCCCCCCCCCC)CCCCCCCCCCCCCCCCCC N-methyl-N-octadecyl-4-(octadecyl)anilinium [tetrakis(pentafluorophenyl) borate]